ethyl 2-(2-((5-(3-(aminomethyl)phenyl)-7-(2-cyclopropylethyl)benzofuran-3-yl)methoxy)phenyl)acetate NCC=1C=C(C=CC1)C=1C=C(C2=C(C(=CO2)COC2=C(C=CC=C2)CC(=O)OCC)C1)CCC1CC1